OC=1C=CC=C(C1)C1=C2NC(=C1)C=C1C=CC(=N1)C(=C1C=CC(N1)=C(C=1C=CC(N1)=C2C2=CC=CC=C2)C2=CC=CC=C2)C2=CC=CC=C2 5-hydroxyphenyl-10,15,20-triphenylporphyrin